N(=[N+]=[N-])C1CC2(CN(C3=NC=C(C(=C32)Cl)Br)C(=O)OC(C)(C)C)CC1 tert-Butyl 3-azido-5'-bromo-4'-chlorospiro[cyclopentane-1,3'-pyrrolo[2,3-b]pyridine]-1'(2'H)-carboxylate